diethylene glycol ethyl ether acrylate C(C=C)(=O)OCCOCCOCC